4-(4-(dimethylamino)-2-butenoyl)-3,4-dihydro-2H-benzo[b][1,4]oxazine-7-carboxamide CN(CC=CC(=O)N1C2=C(OCC1)C=C(C=C2)C(=O)N)C